Osmium-Oxide [Os]=O